2-(pyridin-3-yl)-1,3-benzoxazol-5-amine N1=CC(=CC=C1)C=1OC2=C(N1)C=C(C=C2)N